COC(C(C(=O)OC)CC(=O)C1=CC=C(C=C1)OC)=O [2-(4-methoxyphenyl)-2-oxoethyl]propanedioic acid dimethyl ester